[N+](=O)([O-])C1=CC=C(C=CC2=CC=C(C=C2)C=CC2=CC=C(C=C2)[N+](=O)[O-])C=C1 1,4-bis(4-nitrostyryl)benzene